FC(COC1=CC=CC(=N1)NC=1C=C2C=CNC2=CC1)(F)F N-(6-(2,2,2-trifluoroethoxy)pyridin-2-yl)-1H-indol-5-amine